C(=C)C1CC=NO1 5-vinyl-4H-1,2-oxazol